3-(2-((2-(2-methoxyphenyl)pyrimidin-4-yl)methoxy)phenyl)-3-methylbutyric acid COC1=C(C=CC=C1)C1=NC=CC(=N1)COC1=C(C=CC=C1)C(CC(=O)O)(C)C